(dimethyl-amino)-3-(2-phenethyl-phenoxy)propan-2-ol CN(C)CC(COC1=C(C=CC=C1)CCC1=CC=CC=C1)O